O=C1NC(CC[C@@H]1N1C(C=2C(=C3C(=CC2C1)OC1(CO3)CCN(CC1)C(=O)OCC1=CC=CC=C1)F)=O)=O benzyl (S)-7'-(2,6-dioxopiperidin-3-yl)-5'-fluoro-6'-oxo-7',8'-dihydro-3'H,6'H-spiro[piperidine-4,2'-[1,4]dioxino[2,3-f]isoindole]-1-carboxylate